[Sc+3].[O-2].[Nb+5].[O-2].[O-2].[O-2] niobium oxide scandium